tricosyl-3,3'-thiodipropionate C(CCCCCCCCCCCCCCCCCCCCCC)OC(CCSCCC(=O)[O-])=O